OC1=CC=CC2=C1N(C(OC2C(F)(F)F)=O)CCN2N=C(C=C2)C(F)(F)F 8-hydroxy-4-(trifluoromethyl)-1-{2-[3-(trifluoromethyl)-1H-pyrazol-1-yl]ethyl}-1,4-dihydro-2H-benzo[d][1,3]oxazin-2-one